N-(2-(4-((S)-4-cyclopropyl-3-methylpiperazine-1-yl)piperidine-1-yl)-5-((6-((S)-3-(3-fluorobenzyl)isoxazolidine-2-yl)pyrimidine-4-yl)amino)-4-methoxyphenyl)acrylamide C1(CC1)N1[C@H](CN(CC1)C1CCN(CC1)C1=C(C=C(C(=C1)OC)NC1=NC=NC(=C1)N1OCC[C@@H]1CC1=CC(=CC=C1)F)NC(C=C)=O)C